[SiH2]1C=CC=2C=NC=CC21 silolo[3,2-c]pyridine